2-[1H-benzimidazol-2-yl-(5-fluoro-2-hydroxy-phenyl)-methyl]-6-[4-(1H-pyrazol-4-yl)-phenyl]isoindolin-1-one N1C(=NC2=C1C=CC=C2)C(N2C(C1=CC(=CC=C1C2)C2=CC=C(C=C2)C=2C=NNC2)=O)C2=C(C=CC(=C2)F)O